6-bromo-1-[(3,3-difluorocyclobutyl)methyl]-7-fluoro-3,1-benzoxazine-2,4-dione BrC=1C(=CC2=C(C(OC(N2CC2CC(C2)(F)F)=O)=O)C1)F